CC12OCCC1C1(CCCC(C1CC2)(C)C)C 3a,6,6,9a-Tetramethyldodecahydronaphtho[2,1-b]furan